C(C)(C)(C)OC(=O)N1CCN(CC1)C1=C(C(=NC2=C(C(=NC=C12)Cl)F)Cl)C#N 4-(2,7-dichloro-3-cyano-8-fluoro-1,6-naphthyridin-4-yl)piperazine-1-carboxylic acid tert-butyl ester